O1CCN(CC1)CC1=NC=CC(=N1)N (morpholinomethyl)pyrimidin-4-amine